NC(C([C@H](CC1=CC=CC=C1)NC(=O)C=1C(=NNC1)C1=CC=CC=C1)=O)=O (S)-N-(4-AMINO-3,4-DIOXO-1-PHENYLBUTAN-2-YL)-3-PHENYL-1H-PYRAZOLE-4-CARBOXAMIDE